N-(4-(4-amino-7-methyl-7H-pyrrolo[2,3-d]pyrimidin-5-yl)-3-methylphenyl)-2-(2-chlorophenyl)-2-hydroxyacetamide NC=1C2=C(N=CN1)N(C=C2C2=C(C=C(C=C2)NC(C(O)C2=C(C=CC=C2)Cl)=O)C)C